C(#N)C1=CN=C(S1)C=1C(=NC=CN1)C(C)[NH3+] 1-[3-(5-cyanothiazol-2-yl)pyrazin-2-yl]ethylammonium